C1(CC1)N1C(=NC=2C=NC(=CC21)C2=CC=C(C=C2)N2CCN(CC2)CCCN2CCOCC2)C2=CC=C(C=C2)S(=O)(=O)C 4-(3-(4-(4-(1-cyclopropyl-2-(4-(methylsulfonyl)phenyl)-1H-imidazo[4,5-c]pyridin-6-yl)phenyl)piperazin-1-yl)propyl)morpholine